FC(OC=1C=C(C=CC1F)C=1C=C2C(=NC1)C=NN2CC=2C=NC=CC2)F 6-[3-(Difluoromethoxy)-4-fluoro-phenyl]-1-(3-pyridylmethyl)pyrazolo[4,3-b]pyridine